[Cl-].C(C)C=1C=NC=CC1 3-ethylpyridine chloride